N1C(=CC=C1)C(C(C)=O)=O 1-(1H-pyrrole-2-yl)-1,2-propanedione